(+/-)-cis-1-tert-Butyl 3-Ethyl 4-(4-Methoxyphenyl)piperidine-1,3-dicarboxylate COC1=CC=C(C=C1)[C@@H]1[C@@H](CN(CC1)C(=O)OC(C)(C)C)C(=O)OCC |r|